4-trimethylsilyl-N-selenoacetyl-mannosamine C[Si]([C@@]1([C@@H]([C@@H](C(O)O[C@@H]1CO)NC(C)=[Se])O)O)(C)C